COC=1C=C2C=C(NC2=CC1)C 5-methoxy-2-methyl-1H-indol